2-[4-[[(1r,2r,4s)-2-bicyclo[2.2.1]heptanyl]oxy]-6-bromo-1-oxophthalazin-2-yl]-N-(5-fluoropyrimidin-2-yl)acetamide [C@@H]12[C@@H](C[C@@H](CC1)C2)OC2=NN(C(C1=CC=C(C=C21)Br)=O)CC(=O)NC2=NC=C(C=N2)F